BrC=1C(=C(C=O)C(=CC1)O)Cl 3-bromo-2-chloro-6-hydroxy-benzaldehyde